(1R,3s,5S)-3-(tosyloxy)-8-azabicyclo[3.2.1]octane-8-carboxylic acid ethyl ester C(C)OC(=O)N1[C@H]2CC(C[C@@H]1CC2)OS(=O)(=O)C2=CC=C(C)C=C2